(2S,4R)-4-hydroxy-1-[(2R)-3-methyl-2-(3-methylisoxazol-5-yl)butanoyl]-N-[[4-(4-methylthiazol-5-yl)-2-[2-(4-piperidyloxy)ethoxy]phenyl]methyl]pyrrolidine-2-carboxamide O[C@@H]1C[C@H](N(C1)C([C@H](C(C)C)C1=CC(=NO1)C)=O)C(=O)NCC1=C(C=C(C=C1)C1=C(N=CS1)C)OCCOC1CCNCC1